9-(4-butylphenyl)-2-(3-hydroxypropyl)-1H-xantheno[2,1,9-def]Isoquinoline-1,3(2H)-dione C(CCC)C1=CC=C(C=C1)C1=CC=C2OC=3C=CC=4C(N(C(C5=CC=C(C3C45)C2=C1)=O)CCCO)=O